Cl.C(C)(=O)NC1=CC=C(C(=O)NCCN(CC)CC)C=C1 4-Acetamido-N-[2-(diethylamino)ethyl]benzamide hydrochloride